N-(7-Methoxy-4-morpholin-4-yl-1H-benzoimidazol-2-yl)-2-morpholin-4-yl-isonicotinamide COC1=CC=C(C2=C1NC(=N2)NC(C2=CC(=NC=C2)N2CCOCC2)=O)N2CCOCC2